2,3,4,5,6-Pentafluoro-N-(5-(perfluorophenyl)-1,2,4-oxadiazol-3-yl)-benzamid FC1=C(C(=O)NC2=NOC(=N2)C2=C(C(=C(C(=C2F)F)F)F)F)C(=C(C(=C1F)F)F)F